BrC1=CC(=CC=2OCCN(C21)[C@H]2C[C@@](N(C2)C(=O)OC(C)(C)C)(C(=O)OC)C)Cl (2R,4S)-1-tert-butyl 2-methyl 4-(5-bromo-7-chloro-2H-benzo[b][1,4]oxazin-4(3H)-yl)-2-methylpyrrolidine-1,2-dicarboxylate